N1-Benzylpropandiamin C(C1=CC=CC=C1)NC(CC)N